N1(CCCC1)C1=NC=CC(=C1)C=O (2-(pyrrolidin-1-yl)pyridin-4-yl)methanone